FC(OC=1C=C(C=C2[C@H](CNC(C12)=O)C)C=1N(N=C2C=C(C=C(C12)OC)C=1C=NN(C1)C[C@H](C)O)C)F |o1:8| rel-(4R)-8-(difluoromethoxy)-6-[6-[1-[(2S)-2-hydroxypropyl]pyrazol-4-yl]-4-methoxy-2-methyl-indazol-3-yl]-4-methyl-3,4-dihydro-2H-isoquinolin-1-one